C1(CC1)CN1C=C(C(C(=C1)C(=O)N)=C=O)C1=NC=C(C=C1)C 1'-(cyclopropylmethyl)-5-methyl-4'-carbonyl-1',4'-dihydro-[2,3'-bipyridine]-5'-carboxamide